C(C=C)(=O)N1[C@H](CN(CC1)C=1C2=C(N=C(N1)CO[C@H]1CN(CC1)C)CN(CC2)C2=CC=CC1=CC=CC(=C21)C)CC#N 2-((S)-1-propenoyl-4-(7-(8-methylnaphthalen-1-yl)-2-(((R)-1-methylpyrrolidin-3-yloxy)methyl)-5,6,7,8-tetrahydropyrido[3,4-d]pyrimidin-4-yl)piperazin-2-yl)acetonitrile